1-ethyl-5-(4-ethyl-6-(3,3,3-trifluoro-2-methylpropyl)pyridin-3-yl)-4-methyl-1H-pyrazole-3-carboxylic acid C(C)N1N=C(C(=C1C=1C=NC(=CC1CC)CC(C(F)(F)F)C)C)C(=O)O